(3R)-N-[2-fluoro-5-[2-(2-hydroxyethoxy)-6-[(3R)-3-methylmorpholin-4-yl]pyridin-4-yl]-4-methylphenyl]-3-(trifluoromethyl)pyrrolidine-1-carboxamide FC1=C(C=C(C(=C1)C)C1=CC(=NC(=C1)N1[C@@H](COCC1)C)OCCO)NC(=O)N1C[C@@H](CC1)C(F)(F)F